1-(2-chloro-3-fluoro-4-nitrophenyl)ethanone ClC1=C(C=CC(=C1F)[N+](=O)[O-])C(C)=O